methyl hexadecanoate C(CCCCCCCCCCCCCCC)(=O)OC